OC(CCC(=O)O)CCCCCCCCCC(C)C.C(C)(=O)O acetic acid (2-hydroxyisotetradecyl acetate)